C(#N)C1(CC1)C=1C=C(C(=O)NC(C)C2=NC=CN=C2C2=NC=C(C=C2)C#N)C=C(C1)OC(F)(F)F 3-(1-cyanocyclopropyl)-N-[1-[3-(5-cyano-2-pyridyl)pyrazin-2-yl]ethyl]-5-(trifluorometh-oxy)benzamide